[N-](S(=O)(=O)C(F)(F)F)S(=O)(=O)C(F)(F)F.C(CCCCCCCCC)[NH+](CCCCCCCCCC)CCCCCCCCCC tri-n-decylammonium bis(trifluoromethylsulfonyl)imide